2-((S)-2,2-dimethylcyclopropane-1-carbonyl)-6-(thiazolo[4,5-d]pyrimidin-7-yl)-2,6-diazaspiro[3.4]octane-8-carboxamide CC1([C@H](C1)C(=O)N1CC2(C1)CN(CC2C(=O)N)C=2C1=C(N=CN2)N=CS1)C